5-((R)-1-(((R)-tert-butylsulfinyl)amino)ethyl)thiophene-2-carboximidamide C(C)(C)(C)[S@@](=O)N[C@H](C)C1=CC=C(S1)C(N)=N